tert-butyl (S)-4-((S)-3-(1,3-dioxoisoindolin-2-yl)-2-fluoropropyl)-2,2-dimethyloxazolidine-3-carboxylate O=C1N(C(C2=CC=CC=C12)=O)C[C@H](C[C@@H]1N(C(OC1)(C)C)C(=O)OC(C)(C)C)F